BrC=1C=C(C=C(C1O)F)C(C)=O 1-(3-bromo-5-fluoro-4-hydroxyphenyl)ethan-1-one